C(C1=CC=CC=C1)O[C@H]1[C@H]([C@@H](O[C@]1(C=C)COCC1=CC=CC=C1)N1C(NC(C(=C1)F)=O)=O)O 1-((2R,3R,4S,5R)-4-(benzyloxy)-5-((benzyloxy)methyl)-3-hydroxy-5-vinyltetrahydrofuran-2-yl)-5-fluoropyrimidine-2,4(1H,3H)-dione